C(C)C1OC(C=C(C1(C)C)C)CCC 2-ethyl-3,3,4-trimethyl-6-propyl-3,6-dihydro-2H-pyran